N-(4-(chlorodifluoromethoxy)phenyl)-4'-(6-methyl-5-oxo-6,7-dihydro-5H-pyrrolo[3,4-b]pyridin-3-yl)-2'-oxospiro[cyclohexane-1,3'-indoline]-6'-carboxamide ClC(OC1=CC=C(C=C1)NC(=O)C1=CC(=C2C3(C(NC2=C1)=O)CCCCC3)C=3C=C1C(=NC3)CN(C1=O)C)(F)F